(S)- or (R)-2-((difluoromethoxy)methyl)-5-(1-(difluoromethyl)-1H-pyrazol-4-yl)-3,4-dihydro-2H-pyrano[2,3-b]pyridine-7-carboxamide FC(OC[C@@H]1CCC=2C(=NC(=CC2C=2C=NN(C2)C(F)F)C(=O)N)O1)F |o1:4|